8-cyclopentyl-N-[(6,7-difluoro-1-{[2-(trimethylsilyl)ethoxy]methyl}-1H-benzimidazol-2-yl)methyl]-2-(morpholin-4-yl)pyrazolo[1,5-a][1,3,5]triazin-4-amine C1(CCCC1)C=1C=NN2C1N=C(N=C2NCC2=NC1=C(N2COCC[Si](C)(C)C)C(=C(C=C1)F)F)N1CCOCC1